S(N)(OC1=CC=C(C=C1)C=1N=NN(C1)C1=C(C=C(C=C1)F)C(F)(F)F)(=O)=O 4-[1-(4-fluoro-2-trifluoromethyl-phenyl)-1H-[1,2,3]triazol-4-yl]-phenyl sulfamate